2-(Cyclopropylmethyl-methyl-amino)-5-oxo-5H-thieno[3,2-b]pyran-6-carboxylic acid C1(CC1)CN(C1=CC=2OC(C(=CC2S1)C(=O)O)=O)C